ClC1=NC=C(C(=C1)C1=CN(C2=CC=CC=C12)S(=O)(=O)C1=CC=CC=C1)C(F)(F)F 3-(2-chloro-5-(trifluoromethyl)pyridin-4-yl)-1-(phenylsulfonyl)-1H-indole